2-((1S,4S,5R)-5-((5-cyclopropyl-3-(2,6-dichloro-4-methoxyphenyl)isoxazol-4-yl)methoxy)-2-azabicyclo[2.2.1]heptan-2-yl)-4-fluorobenzo[d]thiazole-6-carboxylic acid C1(CC1)C1=C(C(=NO1)C1=C(C=C(C=C1Cl)OC)Cl)CO[C@H]1[C@@H]2CN([C@H](C1)C2)C=2SC1=C(N2)C(=CC(=C1)C(=O)O)F